COC1=CC=CC2=C1C(=NO2)N 4-methoxy-1,2-benzoxazol-3-amine